6-chloro-5-[4-(3,3-difluoroazetidin-1-yl)phenyl]-3-[hydroxy-(3-methoxyisoxazol-5-yl)methylene]indolin-2-one ClC1=C(C=C2C(C(NC2=C1)=O)=C(C1=CC(=NO1)OC)O)C1=CC=C(C=C1)N1CC(C1)(F)F